N-acetyl-muramyl-D-isoglutamyl-L-alanine C(C)(=O)N([C@H](CCC(=O)N[C@@H](C)C(=O)O)C(N)=O)C1[C@H](N)[C@@H](O[C@@H](C(=O)O)C)[C@H](O)[C@H](O1)CO